methacryl borate B(OC(=O)C(=C)C)([O-])[O-]